CC1=NC=C(C=N1)NC=1C=C(C=CC1[C@@H](C(F)(F)F)OC)[C@@H](CC(=O)O)CC (R)-3-(3-((2-methylpyrimidin-5-yl)amino)-4-((S)-2,2,2-trifluoro-1-methoxyethyl)phenyl)pentanoic acid